rac-N-(Z)-(1-(4-(N-tert-butylsulfamoyl)phenylcarbamoyl)-2-phenylcyclopropyl)-4-fluorobenzamide C(C)(C)(C)NS(=O)(=O)C1=CC=C(C=C1)NC(=O)C1(C(C1)C1=CC=CC=C1)NC(C1=CC=C(C=C1)F)=O